(R)-1-(3-(1-((1-(4-(4-(3-amino-6-(2-hydroxyphenyl)pyridazin-4-yl)morpholin-2-yl)benzoyl)-4-fluoropiperidin-4-yl)methyl)piperidin-4-yl)-1-methyl-1H-indol-6-yl)dihydropyrimidine NC=1N=NC(=CC1N1C[C@H](OCC1)C1=CC=C(C(=O)N2CCC(CC2)(F)CN2CCC(CC2)C2=CN(C3=CC(=CC=C23)N2CNCC=C2)C)C=C1)C1=C(C=CC=C1)O